N[C@@H](C)C(=O)O |r| racemic-DL-alanine